FC(C1=CC=CC(=N1)NC(=O)C=1C=C(C=2N(C1)C=C(N2)[C@H]2COCCC2)OCC)F (S)-N-(6-(difluoromethyl)pyridin-2-yl)-8-ethoxy-2-(tetrahydro-2H-pyran-3-yl)imidazo[1,2-a]pyridine-6-carboxamide